NCCOCCOCCOCCOCCNC(CCCO[C@@H]1O[C@H]([C@H]([C@H]([C@H]1CC(=O)[O-])CC(=O)[O-])CC(=O)[O-])C)=O (2R,3R,4R,5S,6S)-2-((1-amino-16-oxo-3,6,9,12-tetraoxa-15-azanonadecan-19-yl)oxy)-6-methyltetrahydro-2H-pyran-3,4,5-triyltriacetate